FC=1C=C(C=CC1OC1=C2C(=NC=C1)NN=C2NC(CO)(COC)C)NC(=O)C=2C(N(N=CC2)C2=CC=C(C=C2)F)=O N-(3-fluoro-4-((3-((1-hydroxy-3-methoxy-2-methylpropan-2-yl)amino)-1H-pyrazolo[3,4-b]pyridin-4-yl)oxy)phenyl)-2-(4-fluorophenyl)-3-oxo-2,3-dihydropyridazine-4-carboxamide